1-(tert-Butoxycarbonyl)-2-[1-(tert-Butoxycarbonyl)-6,6-dimethyl-5,7-dihydro-4H-indazol-3-yl]Indole-6-carboxylic acid C(C)(C)(C)OC(=O)N1C(=CC2=CC=C(C=C12)C(=O)O)C1=NN(C=2CC(CCC12)(C)C)C(=O)OC(C)(C)C